C(#N)CCCN1C=NC=C1 1-(3-cyanopropyl)-imidazole